1-(3-dimethylaminopropyl)-N'-ethylcarbodiimide CN(CCCN=C=NCC)C